OC(CC1CCC(CC1)CC(C)O)C 1,4-bis(2-hydroxypropyl)cyclohexane